N1C=C(C2=CC=CC=C12)CCN Indole-3-ethylamine